ClC1=CC=NC2=CC=C(C=C12)CC#N 2-(4-chloroquinolin-6-yl)acetonitrile